ClC=1C(=C(C=CC1F)[C@@H](NC(=O)[C@H]1NC(NC1)=O)C1=CN=C(S1)OCC(F)(F)F)F |o1:8| (S)-N-((R or S)-(3-chloro-2,4-difluorophenyl)(2-(2,2,2-trifluoroethoxy)thiazol-5-yl)methyl)-2-oxoimidazolidine-4-carboxamide